C(C)(C)(C)C=1SC2=C(N1)C(CC1(CCN(CC1)C(=O)C=1C=C3C(=NN(C3=C(C1)OC(C([2H])([2H])[2H])([2H])[2H])C)C)C2)=O 2-tert-butyl-1'-{7-[(pentadeuterio)ethyloxy]-1,3-dimethyl-1H-indazole-5-carbonyl}-5H-spiro[[1,3]benzothiazole-6,4'-piperidin]-4(7H)-one